FC(C(=O)O)(F)F.N1C=CC(=CC=C1)SCC1=NC2=C(C=CC=C2C(N1)=O)C 2-((azepin-4-ylthio)methyl)-8-methylquinazolin-4(3H)-one trifluoroacetate salt